(4-pentenyl)(5-hexenyl)dichlorosilane C(CCC=C)[Si](Cl)(Cl)CCCCC=C